((5-(Difluoromethyl)-1H-pyrazol-3-yl)methyl)-3-(3-(difluoromethyl)-4-fluorophenyl)-1-(6-methoxypyridin-3-yl)urea FC(C1=CC(=NN1)CN(C(=O)NC1=CC(=C(C=C1)F)C(F)F)C=1C=NC(=CC1)OC)F